C(C1=CC=CC=C1)OC1=C(OC2=C(C=CC=C2C1=O)Cl)C1=CC=C(OCCOC2CC(C2)C(=O)O)C=C1 3-[2-[4-(3-benzyloxy-8-chloro-4-oxo-chromen-2-yl)phenoxy]ethoxy]cyclobutanecarboxylic acid